Z-Homophenylalanine N[C@@H](CCC1=CC=CC=C1)C(=O)O